C(C)OC(=O)C1=CN(C2=C(C(=C(C=C2C1=O)F)Cl)C#N)C1CC1 7-chloro-8-cyano-1-cyclopropyl-6-fluoro-4-oxo-1,4-dihydroquinoline-3-carboxylic acid ethyl ester